3-(3-amino-2-fluorobenzyl)-4-methyl-7-(pyridazin-3-yloxy)-3,4-dihydro-2H-pyrido[2,3-e][1,3]oxazin-2-one NC=1C(=C(CN2C(OC3=C(C2C)N=CC(=C3)OC=3N=NC=CC3)=O)C=CC1)F